3-[6-[(2-Aminoacetyl)amino]3-pyridinyl]-1-sulfamoyl-pyrrole-2-carboxylic acid, sodium salt [Na+].NCC(=O)NC1=CC=C(C=N1)C1=C(N(C=C1)S(N)(=O)=O)C(=O)[O-]